NC1=C(C=C(C=N1)C=1N=C(N(C1)C12CC(C1)C2)CO)C(F)(F)F (4-(6-amino-5-(trifluoromethyl)pyridin-3-yl)-1-(bicyclo[1.1.1]-pentan-1-yl)-1H-imidazol-2-yl)methanol